2-(9-(pyridin-2-yl)-6-oxaspiro[4.5]decan-9-yl)-5,6,7,8-tetrahydroquinolin-5-ethylamine N1=C(C=CC=C1)C1(CCOC2(CCCC2)C1)C1=NC=2CCCC(C2C=C1)CCN